1-(4-((4-((5-(furan-3-yl)-2-methoxyphenyl)amino)-7-methoxyquinazolin-6-yl)oxy)piperidin-1-yl)prop-2-en-1-one O1C=C(C=C1)C=1C=CC(=C(C1)NC1=NC=NC2=CC(=C(C=C12)OC1CCN(CC1)C(C=C)=O)OC)OC